C(=O)(O)CCCC1(CCCCC1)C(=O)O 1-(3-carboxypropyl)cyclohexane-1-carboxylic acid